CC1=C(SC(=N1)C)C2=NC(=NC=C2)NC3=CC=C(C=C3)N(C)C N-[4-(2,4-dimethyl-thiazol-5-yl)-pyrimidin-2-yl]-n',n'-dimethyl-benzene-1,4-diamine